3-(6-(5-(2-(methylsulfonamido)acetamido)pyrazolo[1,5-a]pyridin-3-yl)pyridin-2-yl)piperidine-1-carboxylate CS(=O)(=O)NCC(=O)NC1=CC=2N(C=C1)N=CC2C2=CC=CC(=N2)C2CN(CCC2)C(=O)[O-]